BrC=1C(=C2C(=NNC(C2=CC1)=O)CCl)F 6-bromo-4-(chloromethyl)-5-fluoro-2H-phthalazin-1-one